3-(4H-1,2,4-triazol-4-yl)piperidine N=1N=CN(C1)C1CNCCC1